C(#N)C=1C(=CC(=C(C1)NS(=O)(=O)C=1C=C(C(=O)O)C=CC1C1CC1)C1NCCCC1)F 3-(N-(5-cyano-4-fluoro-2-(piperidin-2-yl)phenyl)sulfamoyl)-4-cyclopropylbenzoic acid